C(C)(C)(C)OC(=O)N1N=CC(=C1)C1=C(C=C2C=NN(C2=C1)C)OC1=C(C=C(C=C1)N)F 4-(5-(4-amino-2-fluorophenoxy)-1-methyl-1H-indazol-6-yl)-1H-pyrazole-1-carboxylic acid tert-butyl ester